calcium hydroxysulfonate OS(=O)(=O)[O-].[Ca+2].OS(=O)(=O)[O-]